Dimethyl-phenyl-sulfonium triflate salt [O-]S(=O)(=O)C(F)(F)F.C[S+](C1=CC=CC=C1)C